ethyl 2-(5-acetylpyrimidin-2-yl)-2-methylpropanoate C(C)(=O)C=1C=NC(=NC1)C(C(=O)OCC)(C)C